CC(C)CCO[C@@H](C)[C@H]1CC[C@H]2[C@@H]3CC=C4C[C@@H](O)CC[C@]4(C)[C@H]3CC[C@]12C 22-oxacholesterol